OCC1=NN2C(CN([C@@H](C2C)C)C(=O)OC(C)(C)C)=C1 tert-butyl (6R)-2-(hydroxymethyl)-6,7-dimethyl-6,7-dihydro-4H-pyrazolo[1,5-a]pyrazine-5-carboxylate